1-(4,4,4-trifluorobutyl)-1H-1,2,3-triazole-5-carboxylic acid FC(CCCN1N=NC=C1C(=O)O)(F)F